C(C1=CC=CC=C1)OC1=CC=C(C=C1)CC(C(=O)OCC)NCC(=O)OC ethyl 3-(4-(benzyloxy)phenyl)-2-((2-methoxy-2-oxoethyl)amino)propanoate